4-benzyl-1-(tert-butoxycarbonyl)piperidine-4-carboxylic acid C(C1=CC=CC=C1)C1(CCN(CC1)C(=O)OC(C)(C)C)C(=O)O